(8S)-7-[2-[6-(2,4-difluorophenyl)-1-oxo-isoindolin-2-yl]acetyl]-1,4-dioxa-7-azaspiro[4.4]nonane-8-carboxylic acid FC1=C(C=CC(=C1)F)C1=CC=C2CN(C(C2=C1)=O)CC(=O)N1CC2(OCCO2)C[C@H]1C(=O)O